[N+](=O)([O-])C1=CN=C(S1)NC(=O)C1=C(C=CC(=C1)C(=O)O)C(=O)O 2-[(5-nitro-1,3-thiazol-2-yl)carbamoyl]benzene-1,4-dicarboxylic acid